4-(phenylacetoxy)-2,2,6,6-tetramethylpiperidine C1(=CC=CC=C1)CC(=O)OC1CC(NC(C1)(C)C)(C)C